C1(CCCCC1)C1CCC(CC1)O 4-cyclohexylcyclohexanol